(1S,4r)-4-(((S)-1-(4-((2-chloro-7-isopropyl-[1,2,4]triazolo[1,5-a]pyrimidin-6-yl)amino)phenyl)-2,2,2-trifluoroethyl)(methyl)carbamoyl)cyclohexane-1-carboxylic acid ammonia salt N.ClC1=NN2C(N=CC(=C2C(C)C)NC2=CC=C(C=C2)[C@@H](C(F)(F)F)N(C(=O)C2CCC(CC2)C(=O)O)C)=N1